4,4,5,5-tetramethyl-2-(1-phenylethenyl)-1,3,2-dioxaborolane CC1(OB(OC1(C)C)C(=C)C1=CC=CC=C1)C